C1(CC1)C1N(CCOC1)C=1N=CC2=C(N1)C(N(C2)C(C)C)=O 2-((2S)-cyclopropylmorpholin-4-yl)-6-(propan-2-yl)-5,6-dihydro-7H-pyrrolo[3,4-d]pyrimidin-7-one